BrC=1C(=CC=2N(C1)C=C(N2)C)OC2CCC2 6-bromo-7-cyclobutoxy-2-methylimidazo[1,2-a]pyridine